methyl-3-pyrrolin-2-one CN1C(C=CC1)=O